COC=1C=C(C=CC1OC)C=1NC2=CC=C(C=C2C1C(C)C)C1=CC=C(NCCN2CCOCC2)C=C1 4-(2-(3,4-dimethoxyphenyl)-3-isopropyl-1H-indol-5-yl)-N-(2-morpholinoethyl)aniline